N(=[N+]=[N-])[C@@H]1O[C@@H]([C@@H]([C@@H]([C@H]1NC(C)=O)O)O)CO N-((2R,3R,4R,5R,6R)-2-azido-4,5-dihydroxy-6-(hydroxymethyl)tetrahydro-2H-pyran-3-yl)acetamide